BrC1=CC2=C(CC3=C(N(S2(=O)=O)C)C=CC=C3)C=C1 3-bromo-6-methyl-5,5-dioxido-6,11-dihydrodibenzo[c,f][1,2]thiazepin